1-methyl-1H-1,3-benzodiazole-5-carboxylic acid CN1C=NC2=C1C=CC(=C2)C(=O)O